CC(CCCCCCCCCCCCCCC)C=1OCCCN1 2-(methylhexadecyl)-4,5-dihydro-1,3-oxazine